C(C)(C)(C)N1N=CC(=C1C(=O)NCCC1=CC=C(C=C1)C1=NOC(=N1)C(=O)N1CCOCC1)C(C1=CC(=CC=C1)Cl)=O 1-(tert-butyl)-4-(3-chlorobenzoyl)-N-(4-(5-(morpholine-4-carbonyl)-1,2,4-oxadiazol-3-yl)phenethyl)-1H-pyrazole-5-carboxamide